2-bromo-N-(3-fluoro-5-methoxyphenyl)-5-methoxybenzamide BrC1=C(C(=O)NC2=CC(=CC(=C2)OC)F)C=C(C=C1)OC